5,9-dioxo-N-(2-(piperidin-1-yl)ethyl)-5,9-dihydrothieno[2,3-g]quinoxaline-7-carboxamide O=C1C=2N=CC=NC2C(C2=C1SC(=C2)C(=O)NCCN2CCCCC2)=O